methyl 2,4-diisopropylcinnamate C(C)(C)C1=C(C=CC(=O)OC)C=CC(=C1)C(C)C